CC(C)(OC(=O)N[C@@H](CCCCCSC(C(C)C)=O)C(NC12CC3CC(CC(C1)C3)C2)=O)C 2-Methylpropanethioic acid-S-[(6S)-6-[[(1,1-dimethylethoxy)carbonyl]amino]-7-oxo-7-(tricyclo[3.3.1.13,7]dec-1-ylamino)heptyl]ester